N1=C(C=CC=C1)C1(CC1)C(=O)O 1-(2-pyridyl)cyclopropanecarboxylic acid